C(#N)C1=C(C=CC=C1)[C@H]([C@@H](C)C=1N(C(C(=C(N1)C(=O)NC=1C=NOC1)O)=O)C)C=1C(=NNC1)F 2-((1s,2r)-1-(2-cyanophenyl)-1-(3-fluoro-1H-pyrazol-4-yl)propan-2-yl)-5-hydroxy-N-(isoxazol-4-yl)-1-methyl-6-oxo-1,6-dihydropyrimidine-4-carboxamide